5-acetyl-4-(benzo[b]thiophen-3-yl)-2,6-dicyclohexyl-1,4-dihydropyridine-3-carboxylic acid methyl ester COC(=O)C1=C(NC(=C(C1C=1C2=C(SC1)C=CC=C2)C(C)=O)C2CCCCC2)C2CCCCC2